(S)-N-methyl-N-(pyrrolidin-3-yl)methanesulfonamide CN([C@H]1CCNC1)S(=O)(=O)C